C(C)(C)(C)OC(=O)N1CC2(C1)CC(C2)CC(=O)O 2-(2-(tert-Butoxycarbonyl)-2-azaspiro[3.3]hept-6-yl)acetic acid